3-(2-chloro-4-(methylsulfonyl)benzoyl)bicyclo(3.2.1)octane-2,4-dione ClC1=C(C(=O)C2C(C3CCC(C2=O)C3)=O)C=CC(=C1)S(=O)(=O)C